C(C)(=O)N1[C@@H](C=2N(CC1)C(=NC2N2C(CCC2)=O)C2=NC(=NS2)C)C (R)-1-(7-acetyl-8-methyl-3-(3-methyl-1,2,4-thiadiazol-5-yl)-5,6,7,8-tetrahydroimidazo[1,5-a]pyrazin-1-yl)pyrrolidin-2-one